[I-].COCC[NH3+] 2-methoxyethylammonium iodide